C(C)(C)(C)OC(=O)N1S(OC(C1)C1=CC=C(C=C1)[N+](=O)[O-])=O 5-(4-nitrophenyl)-1,2,3-oxathiazolidine-3-carboxylic acid tert-butyl ester 2-oxide